N=1NN=NC1C1=NC=CC(=C1)NC(=O)[C@H]1O[C@@]([C@@H]([C@@H]1C1=C(C(=C(C=C1)F)F)OC)C)(C(F)(F)F)C (2S,3R,4R,5S)-N-(2-(2H-Tetrazol-5-yl)pyridin-4-yl)-3-(3,4-difluoro-2-methoxyphenyl)-4,5-dimethyl-5-(trifluoromethyl)tetrahydrofuran-2-carboxamide